ClC1=CC(=NC(=N1)OC)N1C(CCC1)CCO 2-(1-(6-chloro-2-methoxypyrimidin-4-yl)pyrrolidin-2-yl)ethan-1-ol